P([O-])([O-])=S Thiophosphonat